[Te].CC(COCCO)(C)O.[I].[I] di-iodine bis-methyl-diethylene glycol tellurium